(R)- or (S)-2-(4-cyano-2-ethyl-6-isopropylphenyl)-N-(4-((dimethylamino)methyl)phenylsulfonimidoyl)acetamide C(#N)C1=CC(=C(C(=C1)C(C)C)CC(=O)N[S@](=O)(=N)C1=CC=C(C=C1)CN(C)C)CC |o1:15|